Chloromethyl Octyl Carbonate C(OCCl)(OCCCCCCCC)=O